ethyl 2-(4-(6-(2-chloro-3,4-difluorophenyl)-5-(ethoxycarbonyl)-2-(thiazol-2-yl)-3,6-dihydropyrimidin-4-yl)cyclohex-1-en-1-yl)oxazole-4-carboxylate ClC1=C(C=CC(=C1F)F)C1C(=C(NC(=N1)C=1SC=CN1)C1CC=C(CC1)C=1OC=C(N1)C(=O)OCC)C(=O)OCC